5-(piperazine-1-carbonyl)benzoic acid hydrochloride Cl.N1(CCNCC1)C(=O)C=1C=CC=C(C(=O)O)C1